C(C)C=1C=C(C=CC1OC=1C2=C(N=CN1)NC=C2)N2C(N(C[C@@H]2O)C=2C=NC=C(C2)C(F)(F)F)=O (4S)-3-[3-ethyl-4-(7H-pyrrolo[2,3-d]pyrimidin-4-yloxy)phenyl]-4-hydroxy-1-[5-(trifluoromethyl)-3-pyridyl]imidazolidin-2-one